5-(6-(difluoromethyl)-2-(3-(2-fluorobenzyloxy)-3-phenylpropylsulfinyl)pyrimidin-4-yl)-1-(3-fluoro-4-methoxybenzyl)pyridin-2(1H)-one FC(C1=CC(=NC(=N1)S(=O)CCC(C1=CC=CC=C1)OCC1=C(C=CC=C1)F)C=1C=CC(N(C1)CC1=CC(=C(C=C1)OC)F)=O)F